FC1=C(C(=O)N[C@@H]2CN(CC2)C2=NC=C(C=C2)C2=C3N=CC=NC3=CC(=C2)NC(C)C)C=CC=C1 (S)-2-fluoro-N-(1-(5-(7-(isopropylamino)quinoxalin-5-yl)pyridin-2-yl)pyrrolidin-3-yl)benzamide